5-(3-((2-bromo-4-fluorophenyl)(methoxy-d3)methyl)-5,6-dihydroimidazo[1,2-a]pyrazin-7(8H)-yl)-4-chloropyridazin-3(2H)-one BrC1=C(C=CC(=C1)F)C(C1=CN=C2N1CCN(C2)C2=C(C(NN=C2)=O)Cl)OC([2H])([2H])[2H]